FC(C(=O)O)(F)F.FC1(C[C@@H](NC1)COC)F (2R)-4,4-difluoro-2-(methoxymethyl)pyrrolidine trifluoroacetate salt